CC(C#N)(C)C1=CC=C(C=C1)N1C2=NN=CN2C=2C=NC3=CC=C(C=C3C12)C=1C=NC=NC1 2-methyl-2-{4-[4-(pyrimidin-5-yl)-8,11,13,14,16-pentaaza-tetracyclo[8.6.0.02,7.011,15]Hexadec-1(10),2,4,6,8,12,14-heptaen-16-yl]Phenyl}propionitrile